[Si](C)(C)(C(C)(C)C)O[C@H](COC1=NN(C(=C1C)NC(=O)N[C@@H]1CN(C[C@H]1C1=CC(=C(C=C1)F)F)CCOC)C1=CC=CC=C1)COC 1-(3-((S)-2-(tert-butyldimethylsilyloxy)-3-methoxypropoxy)-4-methyl-1-phenyl-1H-pyrazol-5-yl)-3-((3S,4r)-4-(3,4-difluorophenyl)-1-(2-methoxyethyl)pyrrolidin-3-yl)urea